3,5-dimethyl-1-(4-nitrophenyl)pyrazole CC1=NN(C(=C1)C)C1=CC=C(C=C1)[N+](=O)[O-]